6-amino-2-(3,5-dibromo-4-((5-isopropyl-6-oxo-1,6-dihydropyridazin-3-yl)oxy)phenyl)-1,2,4-triazine-3,5(2H,4H)-dione NC=1C(NC(N(N1)C1=CC(=C(C(=C1)Br)OC1=NNC(C(=C1)C(C)C)=O)Br)=O)=O